1-(5-((1-(3-phenylpropanoyl)piperidin-4-yl)methyl)pyrazolo[1,5-a]pyridin-3-yl)dihydropyrimidine-2,4(1H,3H)-dione C1(=CC=CC=C1)CCC(=O)N1CCC(CC1)CC1=CC=2N(C=C1)N=CC2N2C(NC(CC2)=O)=O